trans-3-(trifluoromethyl)cyclobutanecarboxaldehyde FC([C@@H]1C[C@H](C1)C=O)(F)F